(E)-Ethyl 3-(2-amino-6-(trifluoromethyl)phenyl)acrylate NC1=C(C(=CC=C1)C(F)(F)F)/C=C/C(=O)OCC